N-cyclopropyl-4'-(2-hydroxypropanoyl)-6-methyl-[1,1'-biphenyl]-3-carboxamide C1(CC1)NC(=O)C=1C=C(C(=CC1)C)C1=CC=C(C=C1)C(C(C)O)=O